BrC1=CC=C(C=C1)[C@H]1OC1 (R)-2-(4-bromophenyl)oxirane